3-(benzotriazol-2-yl)-5-tert-butyl-4-hydroxybenzenesulfonic acid N=1N(N=C2C1C=CC=C2)C=2C=C(C=C(C2O)C(C)(C)C)S(=O)(=O)O